FC1=C(C=CC(=C1)N1N=CC=C1)NC1=NC=C2C=CC(=NC2=C1)C(=O)N1CC(CC1)NC(OC(C)(C)C)=O tert-butyl N-[1-(7-[[2-fluoro-4-(pyrazol-1-yl)phenyl]amino]-1,6-naphthyridine-2-carbonyl)pyrrolidin-3-yl]carbamate